[N+](=O)([O-])O[N+](=O)[O-] dinitrogen pentaoxide